C(C)(C)(C)OC(C(CC1=CC(=CC=C1)C1=NC(=CC=C1)N)(C)C)=O 3-(3-(6-aminopyridin-2-yl)phenyl)-2,2-dimethylpropionic acid tert-butyl ester